2,2'-((4-(((4-((6-amino-2-ethoxy-8-hydroxy-9H-purin-9-yl)methyl)-3-methoxy-benzyl)amino)methyl)benzyl)azanediyl)diacetic acid NC1=C2N=C(N(C2=NC(=N1)OCC)CC1=C(C=C(CNCC2=CC=C(CN(CC(=O)O)CC(=O)O)C=C2)C=C1)OC)O